7-chlorobenzazepine-3-Carboxylic acid benzyl ester C(C1=CC=CC=C1)OC(=O)C1=CNC2=C(C=C1)C=C(C=C2)Cl